ClC=1C(=CC(=C(C1)NC=1C2=C(N=CN1)C=CC(=N2)N2CCN(CC2)C(C=C)=O)F)OC2=CC1=C(N(N=N1)C)C=C2 1-(4-(4-((5-chloro-2-fluoro-4-((1-methyl-1H-benzo[d][1,2,3]triazol-5-yl)oxy)phenyl)amino)pyrido[3,2-d]pyrimidin-6-yl)piperazin-1-yl)prop-2-en-1-one